N-(3-(2'-(cyclopropylamino)-7'-oxo-5'H-spiro[cyclopropane-1,8'-pyrido[4,3-d]pyrimidine]-6'(7'H)-yl)-4-methylphenyl)-3-(trifluoromethyl)benzamide C1(CC1)NC=1N=CC2=C(N1)C1(C(N(C2)C=2C=C(C=CC2C)NC(C2=CC(=CC=C2)C(F)(F)F)=O)=O)CC1